5-HYDROXY-2-ISOPROPYLBENZALDEHYDE OC=1C=CC(=C(C=O)C1)C(C)C